C1CC12CCN(CC2)C2=C(C(=O)NC1=NC(=CC(=C1)C)N1C[C@H](OCC1)C)C=CC(=C2)[S@@](=O)(=N)C2CC2 2-(6-Azaspiro[2.5]octan-6-yl)-4-(R-cyclopropylsulfonimidoyl)-N-(4-methyl-6-((2R)-2-methyl-4-morpholinyl)-2-pyridinyl)benzamide